(3as,4s,6as)-4-((3-chloro-2,4-difluorophenyl)(methyl)carbamoyl)-2,2-dimethyl-6-oxodihydro-3aH-[1,3]dioxolo[4,5-c]pyrrole-5(4H)-carboxylic acid tert-butyl ester C(C)(C)(C)OC(=O)N1C([C@@H]2[C@H]([C@H]1C(N(C)C1=C(C(=C(C=C1)F)Cl)F)=O)OC(O2)(C)C)=O